5-((1-(2,2-Difluoroethyl)-1H-Pyrazol-5-Yl)Methoxy)-N-(3-(Hydroxymethyl)-2-Oxopiperidin-3-Yl)-2-Methylbenzofuran-3-Carboxamide FC(CN1N=CC=C1COC=1C=CC2=C(C(=C(O2)C)C(=O)NC2(C(NCCC2)=O)CO)C1)F